BrC=1C=NN(C1)C1=NC=C(C=C1S(=O)(=O)N=CN(C)C)N=C(C1=CC=CC=C1)C1=CC=CC=C1 2-(4-bromo-1H-pyrazol-1-yl)-N-[(dimethylamino)methylene]-5-[(diphenylmethylene)amino]pyridine-3-sulfonamide